C(C)(C)(C)OC(=O)N1CCC(=CC1)C1=NC(=C(C=C1)F)OCC=1SC2=C(N1)C=CC(=C2)Cl 6-((6-Chlorobenzo[d]thiazol-2-yl)methoxy)-5-fluoro-3',6'-dihydro-[2,4'-bipyridine]-1'(2'H)-carboxylic acid tert-butyl ester